C(C)(C)(C)OC(=O)N1C(CCC1)N1CC2=C(C3=C(N=CN=C3N)N2CC1)Br (4-amino-5-bromo-8,9-dihydropyrazino[1',2':1,5]pyrrolo[2,3-d]pyrimidin-7(6H)-yl)pyrrolidine-1-carboxylic acid tert-butyl ester